2,2-dimethyl-3,4-dihydro-2H-pyrano[3,2-b]pyridin-4-ol CC1(CC(C2=NC=CC=C2O1)O)C